C(C)(C)(C)OC(=O)N1CC(=CCC1)C=1N=C(SC1)N 3-(2-amino-1,3-thiazol-4-yl)-5,6-dihydro-2H-pyridine-1-carboxylic acid tert-butyl ester